(1-(7-(2,2,2-trifluoroethoxy)quinolin-5-yl)cyclopropyl)benzamide FC(COC1=CC(=C2C=CC=NC2=C1)C1(CC1)C1=C(C(=O)N)C=CC=C1)(F)F